7-(2-morpholinoethoxy)-N4-(naphthalen-2-yl)quinazoline-4,6-diamine O1CCN(CC1)CCOC1=C(C=C2C(=NC=NC2=C1)NC1=CC2=CC=CC=C2C=C1)N